tert-butyl (2-(7,9-difluoro-8-(6-fluoropyridin-3-yl)-3-methyl-2-oxo-2,3-dihydro-1H-imidazo[4,5-c]quinolin-1-yl)ethyl)carbamate FC=1C(=C(C=2C3=C(C=NC2C1)N(C(N3CCNC(OC(C)(C)C)=O)=O)C)F)C=3C=NC(=CC3)F